mono-butoxytitanium C(CCC)O[Ti]